heptadecan-9-yl (E)-8-((3-((1-amino-2-nitrovinyl)amino)propyl)(8-(nonyloxy)-8-oxooctyl)amino)octanoate N/C(=C\[N+](=O)[O-])/NCCCN(CCCCCCCC(=O)OC(CCCCCCCC)CCCCCCCC)CCCCCCCC(=O)OCCCCCCCCC